C(CCCCCCC\C=C/C[C@H](O)CCCCCC)(=O)OCC(O)CO glycerol mono-ricinoleate